2-(2-chlorophenyl)-4-(4'-(4,6-diphenyl-1,3,5-triazin-2-yl)-5-(naphthalen-1-yl)-[1,1'-biphenyl]-3-yl)-6-phenyl-1,3,5-triazine ClC1=C(C=CC=C1)C1=NC(=NC(=N1)C=1C=C(C=C(C1)C1=CC=CC2=CC=CC=C12)C1=CC=C(C=C1)C1=NC(=NC(=N1)C1=CC=CC=C1)C1=CC=CC=C1)C1=CC=CC=C1